ClC=1C(C2=CC=CC=C2C(C1)=O)=O 2-chloro-1,4-naphthoquinone